8'-chloro-1'-[trans-4-(trifluoromethyl)cyclohexyl]-4'H,6'H-spiro[1,3-dioxolan-2,5'-[1,2,4]triazolo[4,3-a][1]benzazepine] ClC=1C=CC2=C(CC3(CC=4N2C(=NN4)[C@@H]4CC[C@H](CC4)C(F)(F)F)OCCO3)C1